CC1=NN2C(C=C(C=C2)B2OC(C(O2)(C)C)(C)C)=C1 2-methyl-5-(tetramethyl-1,3,2-dioxaborolan-2-yl)pyrazolo[1,5-a]pyridine